O1C(CCCC1)N1N=CC2=CC=CC=C12 (oxacyclohex-2-yl)-1H-indazole